6-(1H-benzo[d]imidazol-4-yl)-2-oxa-6-azaspiro[3.3]heptane N1C=NC2=C1C=CC=C2N2CC1(COC1)C2